(R)-3-(methoxymethyl)-1-(6-(1-methyl-1H-pyrazol-4-yl)pyrrolo[1,2-b]pyridazin-4-yl)-2-oxopyrrolidine-3-carbonitrile COC[C@]1(C(N(CC1)C=1C=2N(N=CC1)C=C(C2)C=2C=NN(C2)C)=O)C#N